BrC=1C=NC(=NC1)NCCN(C)C N-(5-bromopyrimidin-2-yl)-N',N'-dimethyl-ethane-1,2-diamine